7-(1-(but-2-ynyl)piperidin-4-yl)-2-(4-phenoxyphenyl)-1H-imidazo[1,2-b]pyrazole-3-carboxamide C(C#CC)N1CCC(CC1)C1=C2N(N=C1)C(=C(N2)C2=CC=C(C=C2)OC2=CC=CC=C2)C(=O)N